2-(4-methoxybenzyl)-2,3,3a,4-tetrahydro-1H-indeno[2,1,7-def]isoquinolin-1-one COC1=CC=C(CN2C(C3=CC=C4C5=C3C(C2)CC5=CC=C4)=O)C=C1